FC(C(=O)O)(F)F.N[C@H](C(=O)N)CC1=CC=C(C=C1)I (S)-2-amino-3-(4-iodophenyl)propanamide trifluoroacetate